C1(CC1)C(C(C1COCC1)NC(OC(C)(C)C)=O)=O tert-butyl N-(2-cyclopropyl-2-oxo-1-tetrahydrofuran-3-yl-ethyl)carbamate